N[C@H](C(=O)O)CCC1=CC(=C(C=C1)OC(F)(F)F)F (2S)-2-amino-4-[3-fluoro-4-(trifluoromethoxy)phenyl]butanoic acid